CC1N(CCC2(C1)OCCC1=C2SC(=C1)CC(F)(F)F)CC=1C=NN(C1)CCS(=O)(=O)C methyl-1'-[[1-(2-methylsulfonylethyl)pyrazol-4-yl]methyl]-2-(2,2,2-trifluoroethyl)spiro[4,5-dihydrothieno[2,3-c]pyran-7,4'-piperidine]